5-((2-(dimethylamino)-1-(tetrahydro-2H-pyran-4-yl)ethyl)carbamoyl)-6,6-dimethyl-5,6-dihydropyrrolo[3,4-c]pyrazole-1(4H)-carboxylic acid ethyl ester C(C)OC(=O)N1N=CC2=C1C(N(C2)C(NC(CN(C)C)C2CCOCC2)=O)(C)C